p-tolueneNitrile CC1=CC=C(C=C1)C#N